[C@H]12CN(C[C@H](CC1)N2)C2=NC(=NC1=CC(=CC=C21)C2=CC(=CC1=CC=CC=C21)O)NCC(=O)N(C)C 2-((4-((1R,5S)-3,8-diazabicyclo[3.2.1]octan-3-yl)-7-(3-hydroxynaphthalen-1-yl)quinazolin-2-yl)amino)-N,N-dimethylacetamide